FC(C1=NC(=NC(=C1)N1C=NC=C1)C(=O)NC1CCC(CC1)OC)F 4-(difluoromethyl)-6-(1H-imidazol-1-yl)-N-((1r,4r)-4-methoxycyclohexyl)pyrimidine-2-carboxamide